di-ammonium hydrogen phosphate P(=O)(O)([O-])[O-].[NH4+].[NH4+]